(Z)-N-(3-((1H-pyrazol-4-yl)methylene)-2-oxoindolin-5-yl)-4-methylbenzenesulfonamide N1N=CC(=C1)\C=C\1/C(NC2=CC=C(C=C12)NS(=O)(=O)C1=CC=C(C=C1)C)=O